sodium dodecanethiolate C(CCCCCCCCCCC)[S-].[Na+]